4-bromo-5-(difluoromethyl)-6-fluoro-1H-indazole BrC1=C2C=NNC2=CC(=C1C(F)F)F